OC(CC(CC(N)NCCO)(CC(C)O)CC(C)O)C tris(2-hydroxypropyl)-N'-(2-hydroxyethyl)propanediamine